propenyl-tripropyl-ammonium hydroxide [OH-].C(=CC)[N+](CCC)(CCC)CCC